Tetrahexyldecyl-Ascorbate Magnesium [Mg+2].C(CCCCC)C([C@@]([C@@]1(C(=C(C(=O)O1)OCCCCCC)[O-])CCCCCCCCCC)(OCCCCCC)CCCCCC)O.C(CCCCC)C([C@@]([C@@]1(C(=C(C(=O)O1)OCCCCCC)[O-])CCCCCCCCCC)(OCCCCCC)CCCCCC)O